dicalcium phosphate-hydrate O.P(=O)([O-])([O-])[O-].[Ca+2].[Ca+2]